2-bromo-6-(3-ethylmorpholino)pyridin BrC1=NC(=CC=C1)N1C(COCC1)CC